3-(fluoromethoxy)-4-{[3-(4-{[(1S,4S)-4-[(2-methoxyethyl)(methyl)amino]cyclohexyl]amino}-1-(2,2,2-trifluoroethyl)-1H-indol-2-yl)prop-2-yn-1-yl]amino}benzene-1-sulfonamide FCOC=1C=C(C=CC1NCC#CC=1N(C2=CC=CC(=C2C1)NC1CCC(CC1)N(C)CCOC)CC(F)(F)F)S(=O)(=O)N